(2S,4R)-4-(ortho-tolyl)pyrrolidine-2-carboxylic acid benzyl ester C(C1=CC=CC=C1)OC(=O)[C@H]1NC[C@H](C1)C1=C(C=CC=C1)C